(R)-(4-(difluoromethoxy)-1-methyl-1H-pyrazol-3-yl)(1-methylcyclopentyl)methylamine FC(OC=1C(=NN(C1)C)NCC1(CCCC1)C)F